methyl (R)-1-(3-(hydroxymethyl)phenyl)piperidine-2-carboxylate OCC=1C=C(C=CC1)N1[C@H](CCCC1)C(=O)OC